BrC1=CC(=CC=2N=C3OC[C@@H](N3C21)CCO)C(=O)NC2=CC=C(C=C2)OC(F)(F)Cl (S)-5-bromo-N-(4-(chlorodifluoromethoxy)phenyl)-3-(2-hydroxyethyl)-2,3-dihydrobenzo[4,5]imidazo[2,1-b]oxazole-7-carboxamide